C(C1=CC=CC=C1)(=O)O.OCCN1CCC(CC1)C1=CC=C(C=C1)C(=O)NC1=NC=CC(=C1)OC=1C=C2C=CN(C2=CC1OCCOC)C(=O)NC 5-({2-[({4-[1-(2-hydroxyethyl)piperidin-4-yl]phenyl}carbonyl)amino]pyridin-4-yl}oxy)-6-(2-methoxyethoxy)-N-methyl-1H-indole-1-carboxamide benzoate salt